C(C)C1N(CCOC1)C(=O)N ethylmorpholine-4-carboxamide